7-chlorodibenzo[b,d]furan-4-ol ClC1=CC2=C(C3=C(O2)C(=CC=C3)O)C=C1